FC(CCOC=1C=C2C=CN(C(C2=CC1)=O)C1C(N(C(CC1)=O)COCC[Si](C)(C)C)=O)(CCO)F 3-(6-((3,3-difluoro-5-hydroxypentyl)oxy)-1-oxoisoquinolin-2(1H)-yl)-1-((2-(trimethylsilyl)ethoxy)methyl)piperidine-2,6-dione